(7s,8as)-6-oxo-7-(prop-2-ynyl)-hexahydropyrrolo[1,2-a]pyrazine-2(1H)-carboxylic acid tert-butyl ester C(C)(C)(C)OC(=O)N1C[C@H]2N(CC1)C([C@H](C2)CC#C)=O